((6-(2-chloro-3'-(1,3-dimethyl-2,4-dioxo-1,2,3,4-tetrahydropyrimidine-5-carboxamido)-2'-methyl-[1,1'-biphenyl]-3-yl)-2-methoxypyridin-3-yl)methyl)glycine ClC1=C(C=CC=C1C1=CC=C(C(=N1)OC)CNCC(=O)O)C1=C(C(=CC=C1)NC(=O)C=1C(N(C(N(C1)C)=O)C)=O)C